[Cl-].COC1CCC(CC1)([NH3+])C(=O)OC 4-methoxy-1-(methoxycarbonyl)cyclohexanaminium chloride